2-(4-formyl-1H-pyrazol-1-yl)-4-methylpyrimidine-5-carbonitrile C(=O)C=1C=NN(C1)C1=NC=C(C(=N1)C)C#N